5-(propynyl)cytosineTetracosanoic acid 7-[4-(4-benzo[b]thiophen-4-ylpiperazin-1-yl)butoxy]-2-oxo-3,4-dihydro-2H-quinolin-1-ylmethyl ester S1C2=C(C=C1)C(=CC=C2)N2CCN(CC2)CCCCOC2=CC=C1CCC(N(C1=C2)COC(CCCCCCCCCCCCCCCCCCCCCCCNC2=NC(NC=C2C#CC)=O)=O)=O